N-(3-cyano-4-(6-(6-((6-methoxypyridin-3-yl)methyl)-3,6-diazabicyclo[3.1.1]heptan-3-yl)pyridin-3-yl)pyrazolo[1,5-a]pyridin-6-yl)-2-hydroxy-2-methylpropionamide C(#N)C=1C=NN2C1C(=CC(=C2)NC(C(C)(C)O)=O)C=2C=NC(=CC2)N2CC1N(C(C2)C1)CC=1C=NC(=CC1)OC